COC1=NC=CC2=C1N=C(N2)NC=2OC(=NN2)C2=CC=C(C=C2)C(F)(F)F N-(4-methoxy-1H-imidazo[4,5-c]pyridin-2-yl)-5-(4-(trifluoromethyl)phenyl)-1,3,4-oxadiazol-2-amine